1-(tert-butyl) 2-ethyl (2S,4R)-4-fluoro-4-(hydroxymethyl)pyrrolidine-1,2-dicarboxylate F[C@@]1(C[C@H](N(C1)C(=O)OC(C)(C)C)C(=O)OCC)CO